FC(CC(F)(F)F)C=1C=C(C)C=CC1S(=O)(=O)[O-] 3-tetrafluoropropyl-p-toluenesulfonate